CC1=NOC(=C1C(=O)OC)C1CC(NCC1)C methyl 3-methyl-5-(2-methyl-4-piperidyl)isoxazole-4-carboxylate